(5RS)-2-{[3-Chloro-5-(trifluoromethyl)pyridin-2-yl]methyl}-5-(pyrrolidin-1-ylcarbonyl)-5,6,7,8-tetrahydro[1,2,4]triazolo[4,3-a]pyridin-3(2H)-one ClC=1C(=NC=C(C1)C(F)(F)F)CN1N=C2N([C@H](CCC2)C(=O)N2CCCC2)C1=O |r|